biphenyl-4-carboxamidine hydrochloride Cl.C1(=CC=C(C=C1)C(=N)N)C1=CC=CC=C1